tetramethylcyclopentadienyl-dimethylsilyl-(2-methyl-4-(o-tolyl)-1,5,6,7-tetrahydro-s-indacen-1-yl)zirconium CC1=C(C(=C(C1[Si](C)(C)[Zr]C1C(=CC2=C(C=3CCCC3C=C12)C1=C(C=CC=C1)C)C)C)C)C